4'-(2-(dicyanomethylene)hydrazino)-2-fluorobiphenyl-4-carboxylic acid methyl ester COC(=O)C1=CC(=C(C=C1)C1=CC=C(C=C1)NN=C(C#N)C#N)F